BrC=1C=C(C=C(C1O)Br)C(=O)N1C2=C(OC3(CC3)C1)C=CC(=C2)C(F)(F)F (3,5-dibromo-4-hydroxyphenyl)(6-(trifluoromethyl)spiro[benzo[b][1,4]oxazin-2,1'-cyclopropane]-4(3H)-yl)methanone